1-((Z)-(trans-3-(4-chlorophenyl)-5-methyl-4-phenyl-4,5-dihydro-1H-pyrazol-1-yl)(((4,4-difluoropiperidin-1-yl)sulfonyl)imino)methyl)-4-(dimethylamino)pyridin-1-ium ClC1=CC=C(C=C1)C1=NN([C@H]([C@@H]1C1=CC=CC=C1)C)\C(\[N+]1=CC=C(C=C1)N(C)C)=N/S(=O)(=O)N1CCC(CC1)(F)F